3-(5-amino-2-((5-(pyridin-4-yl)-1H-tetrazol-1-yl)methyl)-8-(pyrimidin-4-yl)-[1,2,4]triazolo[1,5-c]pyrimidin-7-yl)benzonitrile NC1=NC(=C(C=2N1N=C(N2)CN2N=NN=C2C2=CC=NC=C2)C2=NC=NC=C2)C=2C=C(C#N)C=CC2